(E)-3-(4-(trifluoromethyl)phenyl)acrylic acid ethyl ester C(C)OC(\C=C\C1=CC=C(C=C1)C(F)(F)F)=O